methyl 3-[4-(methoxycarbonylamino)phenyl]imidazo[1,2-a]pyridine-6-carboxylate COC(=O)NC1=CC=C(C=C1)C1=CN=C2N1C=C(C=C2)C(=O)OC